(3Z)-6,6-dibutoxy-1,3-hexadiene C(CCC)OC(C\C=C/C=C)OCCCC